3-(4-cyano-3-fluoro-phenyl)-4-[6,7-difluoro-1-(2-hydroxy-2-methyl-propyl)indol-5-yl]Benzoic acid C(#N)C1=C(C=C(C=C1)C=1C=C(C(=O)O)C=CC1C=1C=C2C=CN(C2=C(C1F)F)CC(C)(C)O)F